(4-bromo-6-fluoro-1-(triisopropylsilyl)-1H-indol-5-yl)(3-(1-(tetrahydro-2H-pyran-2-yl)-1H-pyrazol-5-yl)phenyl)methanol BrC1=C2C=CN(C2=CC(=C1C(O)C1=CC(=CC=C1)C1=CC=NN1C1OCCCC1)F)[Si](C(C)C)(C(C)C)C(C)C